C(CCCCCCCCC\C=C/C\C=C/CCCCC)OCC(C)N(C)C 3-[(11Z,14Z)-icosa-11,14-dien-1-yloxy]-N,N-dimethylprop-an-2-amine